6-[4-(fluoromethyl)phenyl]-N-[(2S)-3-hydroxy-3-methylbut-2-yl]-2-(1-methyl-1H-pyrazol-4-yl)-3-oxo-2,3-dihydropyridazine-4-carboxamide FCC1=CC=C(C=C1)C=1C=C(C(N(N1)C=1C=NN(C1)C)=O)C(=O)N[C@@H](C)C(C)(C)O